1,5-dimethyl-4-[7-methyl-1-(2-trimethylsilylethoxymethyl)indazol-5-yl]sulfonyl-pyrrole-2-carboxylic acid CN1C(=CC(=C1C)S(=O)(=O)C=1C=C2C=NN(C2=C(C1)C)COCC[Si](C)(C)C)C(=O)O